2-((4-methoxybenzylidene)hydrazineylidene)-6-phenyltetrahydropyrimidin-4(1H)-one COC1=CC=C(C=NN=C2NC(CC(N2)=O)C2=CC=CC=C2)C=C1